2-(3-((S)-3-(5-(trifluoromethyl)pyridin-2-yloxy)pyrrolidin-1-yl)cyclohex-2,4-dienyl)thiazol-4-ol FC(C=1C=CC(=NC1)O[C@@H]1CN(CC1)C1=CC(CC=C1)C=1SC=C(N1)O)(F)F